C(#N)C=1C=C(CCOC(=O)N[C@@H](CC2=CC=C(C=C2)C)B(O)O)C=C(C1)C=C(C(=O)N(CC)CC)C#N (R)-(1-(((3-cyano-5-(2-cyano-3-(diethyl-amino)-3-oxoprop-1-en-1-yl)phenethoxy)carbonyl)amino)-2-(p-tolyl)ethyl)boronic acid